3-(5-fluoro-1-naphthalenyl)phthalide FC1=C2C=CC=C(C2=CC=C1)C1OC(=O)C2=CC=CC=C12